(6-bromo-5-fluoro-4-oxoquinazolin-3(4H)-yl)-2-phenylacetic acid methyl ester COC(C(C1=CC=CC=C1)N1C=NC2=CC=C(C(=C2C1=O)F)Br)=O